palladium (II) acetate C(C)(=O)[O-].[Pd+2].C(C)(=O)[O-]